N-(1-(5-(6-bromo-3-cyanopyrazolo[1,5-a]pyridin-4-yl)pyridin-2-yl)-4-methylpiperidin-4-yl)-3-chloromethyl-pyridin-amide BrC=1C=C(C=2N(C1)N=CC2C#N)C=2C=CC(=NC2)N2CCC(CC2)(C)NC(=O)C2=NC=CC=C2CCl